[Zn].[Pb].[Au] gold-lead-zinc